(S)-1-(oxetan-2-ylmethyl)-2-((4-(6-((7-(trifluoromethyl)benzofuran-3-yl)methoxy)pyridin-2-yl)piperidin-1-yl)methyl)-1H-benzo[d]imidazole-6-carboxylic acid O1[C@@H](CC1)CN1C(=NC2=C1C=C(C=C2)C(=O)O)CN2CCC(CC2)C2=NC(=CC=C2)OCC2=COC1=C2C=CC=C1C(F)(F)F